n-methyl-5-(4-(morpholin-2-ylmethyl)piperazin-1-yl)-7-(trifluoromethyl)thieno[3,2-b]pyridine-3-carboxamide hydrochloride Cl.CNC(=O)C1=CSC=2C1=NC(=CC2C(F)(F)F)N2CCN(CC2)CC2CNCCO2